13-((8Z,11Z,14Z)-heptadeca-8,11,14-trien-1-yl)-3-(2-hydroxyethyl)-11,11-dimethyl-10,12,14-trioxa-3-aza-11-silatriacontan-1-ol C(CCCCCC\C=C/C\C=C/C\C=C/CC)C(O[Si](OCCCCCCN(CCO)CCO)(C)C)OCCCCCCCCCCCCCCCC